NC1=C2C(N(C(C2=CC(=C1)Br)=O)CC1=CC=C(C=C1)OC)(C1=C(C=CC=C1)C)O 4-amino-6-bromo-3-hydroxy-2-(4-methoxybenzyl)-3-(o-tolyl)isoindolin-1-one